1-phenyl-3-(4-methoxy-phenyl)-5-(4-isopropyl-phenyl)-pyrazoline C1(=CC=CC=C1)N1NC(=CC1C1=CC=C(C=C1)C(C)C)C1=CC=C(C=C1)OC